N-benzyl-5-(5-methoxy-3-pyridyl)imidazo[2,1-b][1,3,4]thiadiazol-2-amine C(C1=CC=CC=C1)NC1=NN2C(S1)=NC=C2C=2C=NC=C(C2)OC